6-bis[2-chloroethyl]amino-1-methyl-3-carbonyl-3,4-dihydroquinoxalin ClCCN(C=1C=C2NC(CN(C2=CC1)C)=C=O)CCCl